ClC=1C=C(C=CC1F)[C@H](N1CCCC1=O)C1=CC=C(C=C1)Cl |o1:8| (S)-N-((R or S)-(3-chloro-4-fluorophenyl)(4-chlorophenyl)methyl)-5-oxopyrrolidine